1-((3R,4S)-3-((5-(1-(2,2-Difluoroethyl)-4-fluoro-1H-benzo[d][1,2,3]triazol-6-yl)-4-methoxypyrrolo[2,1-f][1,2,4]triazin-2-yl)amino)-4-fluoropyrrolidin-1-yl)ethan-1-one FC(CN1N=NC2=C1C=C(C=C2F)C=2C=CN1N=C(N=C(C12)OC)N[C@@H]1CN(C[C@@H]1F)C(C)=O)F